C(C)(=O)N(C(C)=O)C1=C(C(F)(F)F)C=C(C=C1[N+](=O)[O-])Cl 2-(N,N-diacetyl)amino-3-nitro-5-chlorotrifluorotoluene